4-(4-(Methylsulfonyl)piperazine-1-carbonyl)-6-phenyl-1,3,5-triazine-2-carbaldehyde CS(=O)(=O)N1CCN(CC1)C(=O)C1=NC(=NC(=N1)C1=CC=CC=C1)C=O